1-(1-bromopropyl)-2,4-difluorobenzene BrC(CC)C1=C(C=C(C=C1)F)F